CC(O)C=1C=NC(=CC1)OC1=C(C=C(C=C1)F)F Methyl-(6-(2,4-difluorophenoxy)pyridine-3-yl)methanol